1-((3aR,5S,6aR)-2,2-dimethyltetrahydrofuro[2,3-d][1,3]dioxol-5-yl)-2,2,2-trifluoroethan-1-ol CC1(O[C@H]2[C@@H](O1)O[C@@H](C2)C(C(F)(F)F)O)C